C(C)OC(CC1=CNC2=CC=C(C=C12)C1=CC(=C(C=C1)C)C)=O 5-(3,4-dimethylphenyl)-indole-3-acetic acid ethyl ester